NC1=C(C(=O)OC(C)(C)C)C=CN=C1 tert-butyl 3-aminoisonicotinate